FC1=CC2=C(CN(CC=C2)C(=O)OC(C)(C)C)C=C1 tert-butyl 7-fluoro-1,3-dihydro-2H-benzo[c]azepine-2-carboxylate